n-butyl-3-(3,5-di-t-butyl-4-hydroxyphenyl)propionate C(CCC)OC(CCC1=CC(=C(C(=C1)C(C)(C)C)O)C(C)(C)C)=O